benzoimidazole-5-carboxylic acid [2-(tetrahydro-pyran-2-yl)-ethyl]-amide O1C(CCCC1)CCNC(=O)C1=CC2=C(N=CN2)C=C1